C(#N)C=1C=C(C=CC1)C=1N=C2N(N=C(C=C2)C(=O)NCC(C)(C)O)C1C1=CC(=NC(=C1)C)C 2-(3-Cyanophenyl)-3-(2,6-dimethyl-4-pyridyl)-N-(2-hydroxy-2-methyl-propyl)imidazo[1,2-b]pyridazine-6-carboxamide